C(C(=C)C)(=O)OC1OCC1 oxetanyl methacrylate